ClC1=C(C=CC=C1)C=1N=C(SC1C1=CC=C(C=C1)OC1=C2N=CN(C2=NC=N1)CC(C)C)N (2-chlorophenyl)-5-(4-((9-isobutyl-9H-purin-6-yl)oxy)phenyl)thiazol-2-amine